ClC1=C(C=NC=2OCCNC21)C=2C(=C(C=1C=NC(=NC1C2)NC2=CC=C(C=C2)CS(=O)(=O)C)N)F 7-(8-chloro-2,3-dihydro-1H-pyrido[2,3-b][1,4]oxazin-7-yl)-6-fluoro-N2-(4-((methylsulfonyl)methyl)phenyl)quinazoline-2,5-diamine